tert-butyl (2-(4-(5-(benzylthio)indoline-1-carbonyl)phenoxy)ethyl)carbamate C(C1=CC=CC=C1)SC=1C=C2CCN(C2=CC1)C(=O)C1=CC=C(OCCNC(OC(C)(C)C)=O)C=C1